ClC1=C(C=C(OC2=C(C#N)C=C(C=C2)COC2=NC(N(C(=C2)N2CCOCC2)C)=O)C=C1)C(F)(F)F 2-(4-chloro-3-(trifluoromethyl)phenoxy)-5-((1-methyl-6-morpholinyl-2-oxo-1,2-dihydropyrimidin-4-oxy)methyl)benzonitrile